C[C@@H]1N(CC[C@@H]1C(=O)OC)C(=O)OC(C)(C)C 1-(tert-butyl) 3-methyl (2S,3S)-2-methylpyrrolidine-1,3-dicarboxylate